CC1(CN(CC1)C(=O)OC(C)(C)C)\C=C\C1=CC=C(C=C1)C(F)(F)F tert-butyl 3-methyl-3-[(E)-2-[4-(trifluoromethyl)phenyl]ethenyl]pyrrolidine-1-carboxylate